benzyl 4-[[1-[[1-(4-bromo-2-pyridyl)-4-piperidyl]methyl]-4-fluoro-4-piperidyl]methyl]piperazine-1-carboxylate BrC1=CC(=NC=C1)N1CCC(CC1)CN1CCC(CC1)(F)CN1CCN(CC1)C(=O)OCC1=CC=CC=C1